2-methoxy-5-(piperidin-3-yl)pyrazine trifluoroacetate FC(C(=O)O)(F)F.COC1=NC=C(N=C1)C1CNCCC1